1-(5-((4-(1-isopropyl-6-((2-(4-methoxypiperidin-1-yl)pyrimidin-4-yl)amino)-1H-pyrazolo[4,3-c]pyridin-3-yl)piperazin-1-yl)methyl)pyridin-2-yl)dihydropyrimidine-2,4(1H,3H)-dione C(C)(C)N1N=C(C=2C=NC(=CC21)NC2=NC(=NC=C2)N2CCC(CC2)OC)N2CCN(CC2)CC=2C=CC(=NC2)N2C(NC(CC2)=O)=O